isopropoxypyrimidin C(C)(C)OC1=NC=CC=N1